Phenyl-(2,4,6-trimethylbenzoyl)Lithium phosphinate [PH2](O)=O.C1(=CC=CC=C1)C=1C(=C(C(=O)[Li])C(=CC1C)C)C